O(CC1(N2CCC(C1=O)CC2)COC)CC2(N1CCC(C2=O)CC1)COC 2,2'-(oxybis(methylene))bis(2-(methoxymethyl)quinuclidin-3-one)